4-amino-4-(2-methoxyphenyl)piperidine-1-carboxylic acid tert-butyl ester C(C)(C)(C)OC(=O)N1CCC(CC1)(C1=C(C=CC=C1)OC)N